FC1=C(C=CC=C1)S(=O)(=O)NNC(C1=CC(=CC(=C1)C1=NC=CC(=C1)C1CCN(CC1)S(=O)(=O)C=C)C)=O 2-fluoro-N'-(3-methyl-5-(4-(1-(vinylsulfonyl)piperidin-4-yl)pyridin-2-yl)benzoyl)benzenesulfonohydrazide